NC1=NOC2=NC(=CC(=C21)C2=CC=C(C=C2)NC(=O)NC2=CC=C(C=C2)F)C 1-(4-(3-amino-6-methylisoxazolo[5,4-b]pyridin-4-yl)phenyl)-3-(4-fluorophenyl)urea